4-Phenyl-2-(thiophen-2-ylmethyl)-2H-1,2,3-triazole C1(=CC=CC=C1)C1=NN(N=C1)CC=1SC=CC1